3-[5-(12-aminododecyl)-3-methyl-2-oxo-benzimidazol-1-yl]piperidine-2,6-dione hydrochloride Cl.NCCCCCCCCCCCCC1=CC2=C(N(C(N2C)=O)C2C(NC(CC2)=O)=O)C=C1